7-(4-(3-(4-chlorophenoxy)benzoyl)piperazin-1-yl)quinolin-2(1H)-one ClC1=CC=C(OC=2C=C(C(=O)N3CCN(CC3)C3=CC=C4C=CC(NC4=C3)=O)C=CC2)C=C1